bis(2,6-di-tertiary butyl-4-methylphenyl)pentaerythritol diphosphite OP(O)OP(O)O.C(C)(C)(C)C1=C(C(=CC(=C1)C)C(C)(C)C)C(O)(C(CO)(CO)CO)C1=C(C=C(C=C1C(C)(C)C)C)C(C)(C)C